aluminum ferric chloride, calcium salt [Ca].[Fe](Cl)(Cl)Cl.[Al]